CC=1C=C(C=C(C1)C)[Mg]Br 3,5-dimethylphenyl-magnesium bromide